4-bromo-3-(trifluoromethyl)-1-((2-(trimethylsilyl)ethoxy)methyl)-1H-pyrazolo[3,4-C]pyridine BrC1=C2C(=CN=C1)N(N=C2C(F)(F)F)COCC[Si](C)(C)C